tert-butyl 2-{[2-(2,6-dioxopiperidin-3-yl)-3-oxo-2-azatricyclo[6.3.1.04,12]dodeca-1(11),4,6,8(12),9-pentaen-9-yl]oxy}acetate O=C1NC(CCC1N1C2=CC=C(C=3C=CC=C(C1=O)C23)OCC(=O)OC(C)(C)C)=O